tert-Butyl 3-(((1S,4r)-4-((2-((2S,3S)-1-methyl-5-oxo-2-(pyridin-3-yl)pyrrolidine-3-carboxamido)ethoxy)methyl)cyclohexyl)methoxy)propanoate CN1[C@@H]([C@H](CC1=O)C(=O)NCCOCC1CCC(CC1)COCCC(=O)OC(C)(C)C)C=1C=NC=CC1